3-[1-(7-Chloro-3,4,8,9b-tetraaza-cyclopenta[a]naphthalen-5-ylamino)-ethyl]-2-methyl-benzonitrile ClC=1C=C2C(=NC=3N(C2=CN1)C=CN3)NC(C)C=3C(=C(C#N)C=CC3)C